N1-((S)-3-(3-fluorophenyl)-1-oxo-1-(((S)-3-oxo-1-((S)-2-oxopyrrolidin-3-yl)-4-(trifluoromethoxy)butan-2-yl)amino)propan-2-yl)-N2-(1-methylcyclopropyl)-oxalamide FC=1C=C(C=CC1)C[C@@H](C(N[C@@H](C[C@H]1C(NCC1)=O)C(COC(F)(F)F)=O)=O)NC(C(=O)NC1(CC1)C)=O